The molecule is the oxo dicarboxylic acid that is hex-3-enedioic acid oxo-substituted at C-2; the stereochemistry of the C=C double bond is unspecified. It is a conjugate acid of a 2-oxohex-3-enedioate. C(/C=C/C(=O)C(=O)O)C(=O)O